7-(hydroxymethyl)thieno[3,2-c]quinoline OCC=1C=CC=2C3=C(C=NC2C1)C=CS3